C1(CC1)C1=C(C(=NO1)C1=C(C=CC=C1Cl)Cl)/C=C/C1(CCN(CC1)C(=O)OC(C)(C)C)C tert-butyl (E)-4-(2-(5-cyclopropyl-3-(2,6-dichlorophenyl)isoxazol-4-yl)vinyl)-4-methylpiperidine-1-carboxylate